(S)-3-cyano-N-(1-(1-(5-((dimethyl(oxo)-λ6-sulfaneylidene)amino)pyridin-2-yl)-1H-1,2,4-triazol-5-yl)ethyl)-5-methylbenzamide C(#N)C=1C=C(C(=O)N[C@@H](C)C2=NC=NN2C2=NC=C(C=C2)N=S(=O)(C)C)C=C(C1)C